FC=1C=NN(C1B1OC(C(O1)(C)C)(C)C)C 4-fluoro-1-methyl-5-(4,4,5,5-tetramethyl-1,3,2-dioxaborolan-2-yl)pyrazole